2-(Dimethylamino)-N-(4-(3-isopropyl-2-(8-methyl-[1,2,4]triazolo[1,5-a]pyridin-6-yl)-1H-indol-5-yl)cyclohexyl)-N-methylacetamid CN(CC(=O)N(C)C1CCC(CC1)C=1C=C2C(=C(NC2=CC1)C=1C=C(C=2N(C1)N=CN2)C)C(C)C)C